FC=1C=C(C=C(C1N[C@H](CCN1CC(C1)F)CCC1=CC=C(C=C1)F)F)S(=O)(=O)NC(=O)C1(CCCCC1)OC (S)-N-((3,5-difluoro-4-((1-(3-fluoroazetidin-1-yl)-5-(4-fluorophenyl)pentan-3-yl)amino)phenyl)sulfonyl)-1-methoxycyclohexane-1-carboxamide